6-(3-chlorophenyl)-1,4-benzoxazine ClC=1C=C(C=CC1)C=1C=CC2=C(N=CCO2)C1